4-(3-(cyclopropylmethoxy)phenoxy)-1H-1,2,3-triazole-5-carboxylic acid C1(CC1)COC=1C=C(OC=2N=NNC2C(=O)O)C=CC1